2-(4-Ethoxyphenyl)-1H-benzo[d]imidazole C(C)OC1=CC=C(C=C1)C1=NC2=C(N1)C=CC=C2